C(C)(=O)C=1C=C(C=C2C(C=C(OC12)C1CCC(CC1)(C)C)=O)C 8-Acetyl-2-(4,4-dimethylcyclohexyl)-6-methyl-chromen-4-one